5-(3-phenyl-1,2,4-oxadiazol-5-yl)-1-(propan-2-yl)-1H-1,2,3-benzotriazole C1(=CC=CC=C1)C1=NOC(=N1)C1=CC2=C(N(N=N2)C(C)C)C=C1